tert-butyl 3-(3-fluoro-4-nitrophenyl)azetidine-1-carboxylate FC=1C=C(C=CC1[N+](=O)[O-])C1CN(C1)C(=O)OC(C)(C)C